2-(2-(3-Oxa-6-azabicyclo[3.1.1]heptan-6-yl)-6-methoxybenzo[d]thiazole-7-carboxamido)-5-methylbenzoic acid C12COCC(N1C=1SC3=C(N1)C=CC(=C3C(=O)NC3=C(C(=O)O)C=C(C=C3)C)OC)C2